BrC1=NN(C2=CC(=CC=C12)C(=O)N1CCC(CC1)(F)F)C (3-bromo-1-methyl-1H-indazol-6-yl)(4,4-difluoropiperidin-1-yl)methanone